Methyl 4-(2-(4-(5-chloro-2-(1H-tetrazol-1-yl)phenyl)-2,5-dioxopiperazin-1-yl)-3-phenylpropanamido)benzoate ClC=1C=CC(=C(C1)N1CC(N(CC1=O)C(C(=O)NC1=CC=C(C(=O)OC)C=C1)CC1=CC=CC=C1)=O)N1N=NN=C1